N-[2-amino-5-(2-methylthiazol-5-yl)phenyl]-4-(methylsulfonyl)benzamide trans-caffeate C(\C=C\C1=CC(O)=C(O)C=C1)(=O)O.NC1=C(C=C(C=C1)C1=CN=C(S1)C)NC(C1=CC=C(C=C1)S(=O)(=O)C)=O